(S)-6,6-dimethyl-N'-(((R)-2-methyl-1,2,3,5,6,7-hexahydro-s-indacen-4-yl)carbamoyl)-6,7-dihydro-5H-pyrazolo[5,1-b][1,3]oxazine-3-sulfonimidamide CC1(CN2C(OC1)=C(C=N2)[S@](=O)(N)=NC(NC2=C1C[C@@H](CC1=CC=1CCCC21)C)=O)C